ClC1=C2C3=C(N=CN=C3C=C1C1=C(C=CC=C1O)Cl)N1[C@H](CO2)CN(CC1)C(C=C)=O 1-[(8aS)-6-chloro-5-(2-chloro-6-hydroxyphenyl)-8a,9,11,12-tetrahydropyrazino[2',1':3,4][1,4]oxazepino[5,6,7-de]quinazolin-10(8H)-yl]prop-2-en-1-one